(E)-(1,5-dimethyl-3-(p-tolyldiazenyl)-1H-indol-2-yl)(phenyl)methanone CN1C(=C(C2=CC(=CC=C12)C)\N=N\C1=CC=C(C=C1)C)C(=O)C1=CC=CC=C1